CC1=NN=C2N1C1=C(C(=CC=C1NC2(C)C)C2=C1C=CN(C1=CC=C2)S(=O)(=O)C)C(F)(F)F 1,4,4-Trimethyl-8-(1-methylsulfonyl-1H-indol-4-yl)-9-(trifluoromethyl)-5H-[1,2,4]triazolo[4,3-a]quinoxaline